N-(2-Methoxy-5-(4-(trifluoromethoxy)phenoxy)phenyl)-5-oxopyrrolidine-2-carboxamide COC1=C(C=C(C=C1)OC1=CC=C(C=C1)OC(F)(F)F)NC(=O)C1NC(CC1)=O